C(CS)(=O)[O-].[Mg+2].C(CS)(=O)[O-] magnesium thioglycolate